(1R,3S)-3-(3-{[(3-methyl-1,2-oxazol-5-yl)acetyl]-amino}-1H-pyrazol-5-yl)-cyclopentyl (2S)-2-meth-ylpiperidine-1-carboxylate C[C@@H]1N(CCCC1)C(=O)O[C@H]1C[C@H](CC1)C1=CC(=NN1)NC(CC1=CC(=NO1)C)=O